C(C(C)(C)C)OC([C@@H](N)C)=O L-alanine neopentyl ester